C(C)(C)(C)OC(=O)N1CC(C(CC1)C1=CC=C(C=C1)O)(F)F 3,3-Difluoro-4-(4-hydroxyphenyl)piperidine-1-carboxylic acid tert-butyl ester